N-(5-(2-(((1r,4r)-4-(dimethylamino)cyclohexyl)amino)-8-isopropyl-7-oxo-7,8-dihydropyrido[2,3-d]-pyrimidin-6-yl)pyridin-2-yl)-2-(trifluorometh-oxy)benzenesulfonamide CN(C1CCC(CC1)NC=1N=CC2=C(N1)N(C(C(=C2)C=2C=CC(=NC2)NS(=O)(=O)C2=C(C=CC=C2)OC(F)(F)F)=O)C(C)C)C